C(CCC)OC(=O)N1C(CC1)C=1C=C(C=C2CCOCC12)C=1C=C2C(=NC1)NC=C2C 2-(6-(3-methyl-1H-pyrrolo[2,3-b]pyridin-5-yl)isochroman-8-yl)azetidine-1-carboxylic acid Butyl ester